ClC1=C(C(=CC=C1)F)N1CCC(CC1)N1C(N(C=2C(C1C)=CN(N2)C2OCCCC2)CC2=C(C=CC=C2)C(F)(F)F)=O 5-[1-(2-Chloro-6-fluoro-phenyl)-piperidin-4-yl]-4-methyl-2-(tetrahydro-pyran-2-yl)-7-(2-trifluoromethyl-benzyl)-2,4,5,7-tetrahydro-pyrazolo[3,4-d]pyrimidin-6-one